ClS(=O)(=O)N1[C@H]2CC(C[C@@H]1CC2)NC(OC(C)(C)C)=O tert-Butyl ((1R,3r,5S)-8-(chlorosulfonyl)-8-azabicyclo[3.2.1]octan-3-yl)carbamate